(4-(3-hydroxyazetidin-3-yl)phenyl)(4-(4-(trifluoromethyl)phenoxy)piperidin-1-yl)methanone OC1(CNC1)C1=CC=C(C=C1)C(=O)N1CCC(CC1)OC1=CC=C(C=C1)C(F)(F)F